FC=1C=C(C=CC1F)[C@@H]1N(OCC1)C1=CC(=NC=N1)NC=1C(=CC(=C(C1)NC(C=C)=O)N(C)CCN(C)C)OC N-(5-((6-((R)-3-(3,4-difluorophenyl)isoxazolidine-2-yl)pyrimidine-4-yl)amino)-2-((2-(dimethylamino)ethyl)(methyl)amino)-4-methoxyphenyl)acrylamide